3-(((1R)-1-(2-(3-azabicyclo[3.1.0]hexan-3-yl)-6-fluoro-3-methyl-4-oxo-3,4-dihydroquinazolin-8-yl)ethyl)amino)-6-chloro-N-(methylsulfonyl)picolinamide C12CN(CC2C1)C1=NC2=C(C=C(C=C2C(N1C)=O)F)[C@@H](C)NC=1C(=NC(=CC1)Cl)C(=O)NS(=O)(=O)C